2-(5-(1-(1H-imidazol-1-yl)-2-methoxyethyl)-1H-1,2,4-triazol-3-yl)-6-chloro-7-fluoro-3-(1H-imidazol-1-yl)-5-methoxy-1-methyl-1H-indole N1(C=NC=C1)C(COC)C1=NC(=NN1)C=1N(C2=C(C(=C(C=C2C1N1C=NC=C1)OC)Cl)F)C